ClC=1C=C2C(=NC1OC)C=C(N2C)C2=NN(C(=N2)C(COC)=O)CC2=CC=C(C=C2)OC 1-(3-(6-chloro-5-methoxy-1-methyl-1H-pyrrolo[3,2-b]pyridin-2-yl)-1-(4-methoxybenzyl)-1H-1,2,4-triazol-5-yl)-2-methoxyethan-1-one